CN([C@@H](CO[Si](C1=CC=CC=C1)(C1=CC=CC=C1)C(C)(C)C)C(=O)N[C@@H](CO)C(=O)O)C(=O)C=1N=C(SC1)C1=CC=C(C=C1)N methyl-N-(2-(4-aminophenyl)thiazole-4-carbonyl)-O-(tert-butyldiphenylsilyl)-L-seryl-L-serine